7-((tert-butoxycarbonyl)amino)quinoline-3-carboxylic acid C(C)(C)(C)OC(=O)NC1=CC=C2C=C(C=NC2=C1)C(=O)O